ClC=1C=C(C=CC1OC1CC1)[C@H]([C@@H](CN1CCCC1)NC(=O)[C@H]1CN(CC1)C1=NC(=C(C=C1)Cl)C1=CC=C(C=C1)F)O (R)-N-((1R,2R)-1-(3-chloro-4-cyclopropoxyphenyl)-1-hydroxy-3-(pyrrolidin-1-yl)propan-2-yl)-1-(5-chloro-6-(4-fluorophenyl)pyridin-2-yl)pyrrolidine-3-carboxamide